NC=1C(=C2N(N=C(C(=C2)C)C2CC2)C1C1=C(C(=CC=C1C)O)C)C(=O)N 6-amino-2-cyclopropyl-7-(3-hydroxy-2,6-dimethylphenyl)-3-methylpyrrolo[1,2-b]pyridazine-5-carboxamide